(1-(5-(5-(cyanomethyl)-4H-1,2,4-triazol-3-yl)-2,4-dimethylbenzoyl)piperidin-4-yl)benzonitrile C(#N)CC=1NC(=NN1)C=1C(=CC(=C(C(=O)N2CCC(CC2)C2=C(C#N)C=CC=C2)C1)C)C